FC1=CC=C(C=C1)CCC1=CC=C(N=N1)NC=1C=C(C(=O)NCC=2OC(=CC2)C)C=CC1 3-({6-[2-(4-fluorophenyl)ethyl]pyridazin-3-yl}amino)-N-[(5-methylfuran-2-yl)methyl]benzamide